The molecule is the methanesulfonate trihydrate salt of ziprasidone. It is a hydrate and a methanesulfonate salt. It contains a ziprasidone. CS(=O)(=O)O.C1CN(CCN1CCC2=C(C=C3C(=C2)CC(=O)N3)Cl)C4=NSC5=CC=CC=C54.O.O.O